2-Fluoro-N-(3-(5-(furan-2-yl)-1,3,4-oxadiazol-2-yl)phenyl)-5-(trifluoromethoxy)benzamide FC1=C(C(=O)NC2=CC(=CC=C2)C=2OC(=NN2)C=2OC=CC2)C=C(C=C1)OC(F)(F)F